2,2-butanediol CC(CC)(O)O